FC(C(=O)O)(F)F.FC=1C=2N(C=C(C1)NC(=O)C1=CC=C(C3=CN(N=C13)CC1(CC1)O)N1CCNCC1)C=C(N2)C N-{8-fluoro-2-methylimidazo[1,2-a]pyridin-6-yl}-2-[(1-hydroxycyclopropyl)methyl]-4-(piperazin-1-yl)indazole-7-carboxamide trifluoroacetic acid salt